C(C=1C(C(=O)O)=CC(C(=O)O)=C(C(=O)O)C1)(=O)O Pyromellitic ACID